(+)-cis-5-methyltetrahydrofuran-2-carboxylic acid C[C@@H]1CC[C@@H](O1)C(=O)O